(2S,3R,4S)-2-((6-((3-fluorobenzyl)amino)-9H-purin-9-yl)methyl)tetrahydrothiophene-3,4-diol FC=1C=C(CNC2=C3N=CN(C3=NC=N2)C[C@@H]2SC[C@H]([C@H]2O)O)C=CC1